4-(4-{[5-(4-Fluoro-phenyl)-2-trifluoromethyl-3H-imidazole-4-carbonyl]-amino}-phenoxy)-pyridine-2-carboxylic acid FC1=CC=C(C=C1)C1=C(NC(=N1)C(F)(F)F)C(=O)NC1=CC=C(OC2=CC(=NC=C2)C(=O)O)C=C1